(5-(2-fluorophenyl)-4-(piperazin-1-yl)-7H-pyrrolo[2,3-d]pyrimidin-7-yl)isonicotinic acid FC1=C(C=CC=C1)C1=CN(C=2N=CN=C(C21)N2CCNCC2)C2=C(C(=O)O)C=CN=C2